Cl.ClN1C2(N(N3C(C1=O)=CC=C(C3=O)NC=3C1=C(N=CN3)SC=C1)C)CCC2 chloro-1'-methyl-7'-(thieno[2,3-d]pyrimidin-4-ylamino)spiro[cyclobutane-1,2'-pyrido[2,1-f][1,2,4]triazine]-4',8'(1'H,3'H)-dione hydrochloride